C(C)(C)(C)OC(=O)C1=C(C=C(C=C1)C1=NC=NC2=CC(=CC=C12)OC(C(=O)O)CCCCC)C1CCCC1 [4-(4-tert-butoxycarbonyl-3-cyclopentyl-phenyl)quinazolin-7-yl]oxyheptanoic acid